phosphorus iron [Fe].[P]